ClC1=CC(=NC2=CC(=CC=C12)O)CC 4-chloro-2-ethylquinolin-7-ol